OC1=CC=C(CCN(C(OC(C)(C)C)=O)CC#CC2=CC=C(C=C2)N2CCNCC2)C=C1 tert-butyl (4-hydroxyphenethyl)(3-(4-(piperazin-1-yl)phenyl)prop-2-yn-1-yl)carbamate